NCC1=C(C=C(C=C1)C=1N=C2SC3=C(N2C1)C=CC(=C3)C(=O)NCCCN3CCCCC3)C(F)(F)F (4-(aminomethyl)-3-(trifluoromethyl)phenyl)-N-(3-(piperidin-1-yl)propyl)benzo[d]imidazo[2,1-b]thiazole-7-carboxamide